ClC1=NC(=C2N=CN(C2=N1)[C@H]1[C@@H]([C@@H]([C@H](C1=O)COCP(O)(O)=O)O)F)N[C@@H]1CC(CC1)=O ({[(2R,3R,4S,5R)-5-(2-chloro-6-{[(3S)-oxocyclopent-3-yl]amino}-9H-purin-9-yl)-4-fluoro-3-hydroxyoxocyclopent-2-yl]methoxy}methyl)phosphonic acid